4-[(3-bromo-5-chloro-2-pyridyl)methyl]-1-tert-butoxycarbonyl-piperidine-4-carboxylate BrC=1C(=NC=C(C1)Cl)CC1(CCN(CC1)C(=O)OC(C)(C)C)C(=O)[O-]